2-butyl-3,4-dihydroisoquinolin-1(2H)-one C(CCC)N1C(C2=CC=CC=C2CC1)=O